(R)-1-(2-chlorophenyl)ethyl (1-methyl-4-(2-oxo-2,3-dihydro-1H-pyrido[2,3-b][1,4]oxazin-6-yl)-1H-1,2,3-triazol-5-yl)carbamate CN1N=NC(=C1NC(O[C@H](C)C1=C(C=CC=C1)Cl)=O)C=1C=CC2=C(OCC(N2)=O)N1